C1(CC1)CN1CCN(CC1)C1=CC(=C(C=C1)CCC(=O)NNC(/C=C/C(=O)OC)=O)C(N[C@H](C)C1=CC(=C(C=C1)OC)OC)=O methyl (E)-4-[2-[3-[4-[4-(cyclopropylmethyl)piperazin-1-yl]-2-[[(1R)-1-(3,4-dimethoxyphenyl)ethyl]carbamoyl]phenyl] propanoyl]hydrazino]-4-oxo-but-2-enoate